CC1=NC2=CC(=CC=C2C(=C1[N+](=O)[O-])Cl)Br methyl-7-bromo-4-chloro-3-nitro-quinoline